diazostatine [N+](=[N-])=N[C@@H](CC(C)C)[C@@H](O)CC(O)=O